6-bromo-2,4-dichlorothieno[3,2-d]pyrimidine BrC1=CC=2N=C(N=C(C2S1)Cl)Cl